C(C)(C)(C)OC(=O)N1C2CN(CC1CC2)C=2C1=C(N=CN2)NC(=C1)C=1C=NN(C1)C(F)F 3-(6-(1-(difluoromethyl)-1H-pyrazol-4-yl)-7H-pyrrolo[2,3-d]pyrimidin-4-yl)-3,8-diazabicyclo[3.2.1]octane-8-carboxylic acid tert-butyl ester